N-(3-bromo-2-methylphenyl)-2-(difluoromethyl)-7-vinylpyrido[3,2-d]pyrimidin-4-amine BrC=1C(=C(C=CC1)NC=1C2=C(N=C(N1)C(F)F)C=C(C=N2)C=C)C